(R)-3-(4-(1-(5-(1-(((R)-1-(3-(difluoromethyl)-2-fluorophenyl)ethyl)amino)-4-methylpyrido[3,4-d]pyridazin-7-yl)-2-fluorobenzoyl)piperidin-4-yl)phenyl)-3-methylpiperidine FC(C=1C(=C(C=CC1)[C@@H](C)NC1=C2C(=C(N=N1)C)C=NC(=C2)C=2C=CC(=C(C(=O)N1CCC(CC1)C1=CC=C(C=C1)[C@@]1(CNCCC1)C)C2)F)F)F